(S)-N-(3-bromo-2,5-difluorobenzylidene)-2-methylpropane-2-sulfinamide BrC=1C(=C(C=N[S@@](=O)C(C)(C)C)C=C(C1)F)F